C1(=CC(=CC=C1)OC(C(=O)O)=C)C 2-(m-tolyloxy)acrylic acid